2-(2-(tert-butyl)-4-ethylphenoxy)-N-(4-hydroxyphenyl)acetamide C(C)(C)(C)C1=C(OCC(=O)NC2=CC=C(C=C2)O)C=CC(=C1)CC